N-(2-(3,3-dimethyl-2-(2-methyl-5-fluorophenyl)cyclobut-1-yl)phenyl)acetamide CC1(C(C(C1)C1=C(C=CC=C1)NC(C)=O)C1=C(C=CC(=C1)F)C)C